FC=1C=C2C=CC(=NC2=CC1)C 6-fluoroquinaldine